(E)-3-[4-[(2E)-3,7-Dimethylocta-2,6-dienoxy]phenyl]-1-[2-hydroxy-4,6-bis(methoxymethoxy)phenyl]prop-2-en C\C(=C/COC1=CC=C(C=C1)/C=C/CC1=C(C=C(C=C1OCOC)OCOC)O)\CCC=C(C)C